ClCCCCCCOCCOCCNC(CCC(=O)NCCCOC1=C(C=C(C=C1OC)CC=1C(=NC(=NC1)N)N)OC)=O N1-(2-(2-((6-chlorohexyl)oxy)ethoxy)ethyl)-N4-(3-(4-((2,4-diaminopyrimidin-5-yl)methyl)-2,6-dimethoxyphenoxy)propyl)succinamide